CN1CCC(CC1)CCN1C(CN(CC1)C(=O)OC1=CC=C2C(=CC=NC2=C1)NC1=C(N=NC(=C1)C1=C(C=CC(=C1)Cl)F)C)C(=O)OC1COC1 1-(4-{[6-(5-chloro-2-fluorophenyl)-3-methylpyridazin-4-yl] amino}quinolin-7-yl) 3-oxetan-3-yl 4-[2-(1-methylpiperidin-4-yl)ethyl]piperazine-1,3-dicarboxylate